((2-(furan-2-ylmethyl)-6-phenyl-8-(phenylthio)imidazo[1,2-a]pyrazin-3-yl)oxy)benzoic acid methyl ester COC(C1=C(C=CC=C1)OC1=C(N=C2N1C=C(N=C2SC2=CC=CC=C2)C2=CC=CC=C2)CC=2OC=CC2)=O